C(C)OC(/C=C/C1=CC=2C(=NC=CC2S1)N([C@H]1CN(CCC1)C(=O)OC(C)(C)C)C(C1=C(C=C(C=C1)N1N=NC=2C1=NC=CC2)F)=O)=O tert-butyl (3R)-3-[[2-[(E)-3-ethoxy-3-oxo-prop-1-enyl]thieno[3,2-c]pyridin-4-yl]-[2-fluoro-4-(triazolo[4,5-b]pyridin-3-yl)benzoyl]amino]piperidine-1-carboxylate